FC=1C=C(C=C(C1)F)S(=O)(=O)N1N=C(C2=CC=CC=C12)C=CC1=NC=CC=C1 ((3,5-difluorophenyl)sulfonyl)-3-(2-(pyridin-2-yl)vinyl)-1H-indazole